BrC[C@](C(=O)NC1=CC(=C(C=C1)C#N)C(F)(F)F)(C)O (2R)-3-Bromo-N-[4-cyano-3-(trifluoromethyl)phenyl]-2-hydroxy-2-methylpropanamide